1-(tert-butyl) 3-ethyl 3-(2-methyl-5-((2-(trifluoromethyl)pyridin-3-yl)methoxy)benzofuran-3-carboxamido)azetidine-1,3-dicarboxylate CC=1OC2=C(C1C(=O)NC1(CN(C1)C(=O)OC(C)(C)C)C(=O)OCC)C=C(C=C2)OCC=2C(=NC=CC2)C(F)(F)F